2-[4-{(bis[(1-tert-butyl-1H-1,2,3-triazol-4-yl)methyl]amino)methyl}-1H-1,2,3-triazol-1-yl]-acetic acid C(C)(C)(C)N1N=NC(=C1)CN(CC=1N=NN(C1)C(C)(C)C)CC=1N=NN(C1)CC(=O)O